3-Cyano-N-[4-(3-cyanophenyl)-5-(4-methylquinazolin-6-yl)thiazol-2-yl]-3-methyl-pyrrolidine-1-carboxamide C(#N)C1(CN(CC1)C(=O)NC=1SC(=C(N1)C1=CC(=CC=C1)C#N)C=1C=C2C(=NC=NC2=CC1)C)C